1-(tert-butyl) 3-ethyl 4-(((trifluoromethyl) sulfonyl)oxy)-5,6-dihydropyridine-1,3(2H)-dicarboxylate FC(S(=O)(=O)OC1=C(CN(CC1)C(=O)OC(C)(C)C)C(=O)OCC)(F)F